C(C)(C)(C)OC([C@@H](COC1=CC(=C(C=C1)C=1C=NN(C1)CCCNC(=O)OC(C)(C)C)F)O)=O (R)-3-(4-(1-(3-((tert-butoxycarbonyl)-amino)propyl)-1H-pyrazol-4-yl)-3-fluorophenoxy)-2-hydroxypropionic acid tert-butyl ester